[C@H]1([C@H](O)[C@@H](O)[C@@H](O)[C@H](O1)CO)OC[C@@H]([C@@H]([C@@H](CCC)O)O)NC(CCCCCCCCCCCCCCCCCCCCCCCCCCCC)=O (2S,3S,4R)-1-O-(α-D-galactosyl)-2-(N-nonacosanoylamino)-1,3,4-heptanetriol